IC1=CC(N(N=C1)C1OCCCC1)=O 5-iodo-2-(tetrahydro-2H-pyran-2-yl)pyridazin-3(2H)-one